2-(12-isopropyl-9-oxo-3-thia-1,10,11-triazatricyclo[6.4.0.02,6]dodeca-2(6),4,7,11-tetraen-10-yl)-N-(2-pyridyl)acetamide C(C)(C)C1=NN(C(C2=CC=3C=CSC3N12)=O)CC(=O)NC1=NC=CC=C1